1-((6-(4-(TRIFLUOROMETHYL)-1H-PYRAZOL-1-YL)PYRIDIN-3-YL)SULFONYL)-2,3,4,5-TETRAHYDRO-1H-[1,4]DIAZOCINO[3,2,1-HI]INDAZOLE FC(C=1C=NN(C1)C1=CC=C(C=N1)S(=O)(=O)N1CCCCN2N=CC3=CC=CC1=C23)(F)F